BrC=1C=C(CC2N(CCCC2NS(=O)(=O)C2CC2)C(=O)OC(C)(C)C)C=CC1 tert-butyl 2-(3-bromobenzyl)-3-(cyclopropanesulfonamido)piperidine-1-carboxylate